ClC1=CC2=C(N(C(N=C2N2[C@H](CN(CC2)C(C=C)=O)C)=O)C=2C(=NC=CC2C)C(C)C)N=C1C1=C(C=CC(=C1)Cl)F (M)-6-chloro-7-(5-chloro-2-fluorophenyl)-1-(4-methyl-2-(2-propanyl)-3-pyridinyl)-4-((2S)-2-methyl-4-(2-propenoyl)-1-piperazinyl)pyrido[2,3-d]pyrimidin-2(1H)-one